{2-[(2,5-dioxopyrrolidin-1-yl)oxy]-2-oxoethyl}-1H-pyrrole-2,5-dione O=C1N(C(CC1)=O)OC(CN1C(C=CC1=O)=O)=O